C(CCCCCCC)C1=COC=C1 3-octyl-furan